trans-tert-butyl ((4-aminocyclohexyl)methyl)carbamate N[C@@H]1CC[C@H](CC1)CNC(OC(C)(C)C)=O